BrC=1C=NC(=NC1)N[C@H]1CN(CC1)C1=NC=CC2=CC(=CC=C12)N(C(C=C)=O)C (R)-N-(1-(3-((5-bromopyrimidin-2-yl)amino)pyrrolidin-1-yl)isoquinolin-6-yl)-N-methylacrylamide